COC1=C(CCN)C=C(C(=C1)SCCCC)OC 2,5-dimethoxy-4-(s)-butylsulfanylphenethylamine